FC=1C=C2C=C(NC2=CC1F)C(=O)N(C)[C@H]1CCCC=2NC(C3=CC(=CC=C3C12)F)=O (S)-5,6-difluoro-N-(8-fluoro-6-oxo-1,2,3,4,5,6-hexahydrophenanthridin-1-yl)-N-methyl-1H-indole-2-carboxamide